N-(2,6-dimethyl-4-(7-(2,2,2-trifluoro-1-methoxyethoxy)-1,3,4,5-tetrahydro-2H-Benzo[c]azepine-2-yl)phenyl)-3,3-dimethylbutanamide CC1=C(C(=CC(=C1)N1CC2=C(CCC1)C=C(C=C2)OC(C(F)(F)F)OC)C)NC(CC(C)(C)C)=O